C(C1=CC=CC=C1)NC(=O)[C@]12[C@@H]([C@@H]3[C@H](CN1)[C@@H](CN3CC3=CC=C(C=C3)O)C2)CC2=CC=CC=C2 |o1:10,11,12,13,16| (3S*,3aS*,6S*,7R*,7aS*)-N,7-dibenzyl-1-(4-hydroxybenzyl)octahydro-6H-3,6-methanopyrrolo[3,2-c]pyridine-6-carboxamide